COC(C1=CN=C(C=C1)N1CCCC1)=O 6-(pyrrolidin-1-yl)nicotinic acid methyl ester